FC=1C=C(C=CC1)[C@H](C)NC(=O)C1=CN(C2=CC=CC=C12)C N-((S)-1-(3-fluorophenyl)ethyl)-1-methyl-1H-indole-3-carboxamide